(tert-butyldimethylsilyl)oxy-N-methoxy-N,2,4-trimethyldeca-6,8-dienamide [Si](C)(C)(C(C)(C)C)OC(C(=O)N(C)OC)(CC(CC=CC=CC)C)C